ClC1=CC=C(C=C1)C(C(=O)N(C)C)=O 2-(4-chlorophenyl)-N,N-dimethyl-2-oxoacetamide